Propyl-pyridyl-Urea C(CC)N(C(=O)N)C1=NC=CC=C1